COCC1CCC2OC2C1 4-(methoxymethyl)-7-oxabicyclo[4.1.0]heptane